CC(C(C)(C)C)C=COC=CC(C(C)(C)C)C 1-methyl-2,2-dimethylpropyl-vinylether